C(C1=CC=CC=C1)OCC1=CC=C(C=C1)NC(C1=CC(=C(C=C1)F)C1=NC(=C(N=C1)C)NS(=O)(=O)C)=O N-(4-((Benzyloxy)methyl)phenyl)-4-fluoro-3-(5-methyl-6-(methylsulfonamido)pyrazin-2-yl)benzamide